ClC=1C=C(C=C(C1C)OC1CN(CC1)C)NC(OC1=CC=CC=C1)=O phenyl (3-chloro-4-methyl-5-((1-methylpyrrolidin-3-yl)oxy)phenyl)carbamate